O(C(=O)C(O)C(O)C(=O)O)C methyl bitartrate